FC(C=1C=C(C=CC1)C#C[C@H]1CN(CC1)C(C=C)=O)(F)F |o1:10| (S*)-1-(3-((3-(trifluoromethyl)phenyl)ethynyl)pyrrolidin-1-yl)prop-2-en-1-one